2-(benzyl-(2-Hydroxyethyl)amino)-1-(pyridin-2-yl)ethan-1-one C(C1=CC=CC=C1)N(CC(=O)C1=NC=CC=C1)CCO